(S)-3-((3-(4-Aminopyrido[3,2-d]pyrimidin-6-yl-2-d)phenyl)ethynyl)-3-hydroxy-1-methylpyrrolidin-2-on NC=1C2=C(N=C(N1)[2H])C=CC(=N2)C=2C=C(C=CC2)C#C[C@@]2(C(N(CC2)C)=O)O